BrC1=C2CCN([C@@H](C2=C(C=C1)OCC=1N=NN(C1)C)CN1C(C2=CC=CC=C2C1)=O)C(=O)[C@H]1[C@H](CCCC1)C(=O)O (1S,2R)-2-((S)-5-bromo-8-((1-methyl-1H-1,2,3-triazol-4-yl)methoxy)-1-((1-oxoisoindolin-2-yl)methyl)-1,2,3,4-tetrahydroisoquinoline-2-carbonyl)cyclohexane-1-carboxylic acid